C(#N)CCN1[C@H]2CC(C[C@@H]1CC2)NC(OC(C)(C)C)=O tert-butyl N-[(1R,5S)-8-(2-cyanoethyl)-8-azabicyclo[3.2.1]octan-3-yl]carbamate